4-(3-(2-bromophenyl)-1,4-diazepan-1-yl)-6-isopropylpyrimidin-2-amine BrC1=C(C=CC=C1)C1CN(CCCN1)C1=NC(=NC(=C1)C(C)C)N